acryloxyglycerol C(C=C)(=O)OC(O)C(O)CO